6-((2,3-dihydro-1H-inden-4-yl)amino)-5-fluoro-1H-pyrazolo[3,4-b]pyridine-3-carbonitrile C1CCC2=C(C=CC=C12)NC1=C(C=C2C(=N1)NN=C2C#N)F